1-methyl-1H-pyrrolo[2,3-c]pyridin-7-ol CN1C=CC=2C1=C(N=CC2)O